C1(CCCCC1)C(CC=O)N1N=CC=C1 3-cyclohexyl-3-(1H-pyrazol-1-yl)propanal